ClC=1C=C(C(=C(C(=O)NC=2SC3=C(N2)C=CC(=C3)C(F)(F)F)C1)O)C=1SC=CN1 5-chloro-2-hydroxy-3-(thiazol-2-yl)-N-(6-(trifluoromethyl)benzo[d]thiazol-2-yl)benzamide